C[C@@H]1NCC[C@H](C1)C#N trans-2-methylpiperidine-4-carbonitrile